N-((2R,3R,4R,5R,6R)-6-((but-3-yn-1-yloxy)methyl)-2,4,5-trihydroxytetrahydro-2H-pyran-3-yl)acetamide C(CC#C)OC[C@@H]1[C@@H]([C@@H]([C@H]([C@@H](O1)O)NC(C)=O)O)O